C[C@@H]1N[C@@H](C[C@](C1)(O)C1=CC=C(C=C1)C(F)(F)F)C=1N=NN(C1)C (2S,4S,6S)-2-methyl-6-(1-methyltriazol-4-yl)-4-[4-(trifluoromethyl)phenyl]piperidin-4-ol